2-(2-methoxyphenyl)-5-[2-(4-pyridyl)ethynyl]imidazo[1,2-a]pyrimidin-7-amine COC1=C(C=CC=C1)C=1N=C2N(C(=CC(=N2)N)C#CC2=CC=NC=C2)C1